(1S,4R)-4-(4-(((R)-1-(3-(difluoromethyl)-2-fluorophenyl)ethyl)amino)-2-methyl-8,9-dihydrofuro[2,3-h]quinazolin-6-yl)-N-((S)-2-hydroxypropyl)-N-methylcyclohexane-1-amide FC(C=1C(=C(C=CC1)[C@H](C)NC1=NC(=NC2=C3C(=C(C=C12)C1CCC(CC1)C(=O)N(C)C[C@H](C)O)OCC3)C)F)F